BrC1=CC=C(C=C1)N1N=C(C(=C1)C=O)C1=CC=C(C=C1)F (4-bromophenyl)-3-(4-fluorophenyl)-1H-pyrazole-4-carbaldehyde